COC(C[C@@H](C1=CC=C(C=C1)S(=O)(=O)CC)NC(C1=CC=C(C=C1)N1[C@@H](C[C@@H](C1)OC1=CC=C(C=C1)C(F)(F)F)COC(F)F)=O)=O.C(C)(C)(C)OOC(C)(CC)OOC(C)(C)C 2,2-di(t-butylperoxy)butane methyl-(S)-3-(4-((2S,4S)-2-((difluoromethoxy)methyl)-4-(4-(trifluoromethyl)phenoxy)pyrrolidin-1-yl)benzoylamino)-3-(4-(ethylsulfonyl)phenyl)propionate